C1CCN2CCCCC12 octahydroindolizin